2-(3,4-dimethoxyphenyl)-5-(r-isobutyl-[1,4'-bipiperidin]-4-yl)-1,3-dimethyl-1H-pyrrolo[2,3-c]pyridine COC=1C=C(C=CC1OC)C1=C(C=2C(=CN=C(C2)C2C[C@H](N(CC2)C2CCNCC2)CC(C)C)N1C)C